5-((3-(4-(fluoromethoxy)phenyl)propyl)amino)-6-oxo-2-phenylpyrimidin FCOC1=CC=C(C=C1)CCCNC1=CN=C(NC1=O)C1=CC=CC=C1